COC1=CC=2N(C(C(=C(N2)C(F)(F)F)C2=CN=C(S2)OCC(F)(F)F)=O)C=C1 8-methoxy-3-[2-(2,2,2-trifluoroethoxy)-1,3-thiazol-5-yl]-2-(trifluoromethyl)-4H-pyrido[1,2-a]pyrimidin-4-one